FC(C1=NC=CC(=C1)N1C[C@H](CCC1)CN1C[C@@H](C([C@@H](C1)OCC1=CC=CC=C1)OCC1=CC=CC=C1)OCC1=CC=CC=C1)(F)F 2-(trifluoromethyl)-4-((R)-3-(((3S,4R,5R)-3,4,5-tris(benzyloxy)piperidin-1-yl)methyl)piperidin-1-yl)pyridine